COC=1N=CC(=NC1C=1SC=NN1)N1CC2(CN(C2)C(=O)OC(C)(C)C)CC1 tert-butyl 6-(5-methoxy-6-(1,3,4-thiadiazol-2-yl)pyrazin-2-yl)-2,6-diazaspiro[3.4]octane-2-carboxylate